dimethylaminopropyl-methacrylamide sulfate salt S(=O)(=O)(O)O.CN(C)CCCC=C(C(=O)N)C